N-(1-Benzylpiperidin-4-yl)-3-(6-(4-(pyrimidin-2-yl)piperazin-1-yl)-[1,2,4]triazolo[4,3-b]pyridazin-3-yl)propanamide C(C1=CC=CC=C1)N1CCC(CC1)NC(CCC1=NN=C2N1N=C(C=C2)N2CCN(CC2)C2=NC=CC=N2)=O